The molecule is the monoprotonated form of 3,6-bis(dimethylamino)acridine. It has a role as a fluorochrome. It is a member of aminoacridines and an acridinium ion. [H+].CN(C)C1=CC2=C(C=C1)C=C3C=CC(=CC3=N2)N(C)C